N'-[(2S,3R)-4,4-difluoro-2-{[2-fluoro-3-(2-methyl-1,3-oxazol-4-yl)phenyl]methyl}-1-(1-hydroxycyclobutane-1-carbonyl)pyrrolidin-3-yl]-N,N-dimethylsulfuric diamide FC1([C@@H]([C@@H](N(C1)C(=O)C1(CCC1)O)CC1=C(C(=CC=C1)C=1N=C(OC1)C)F)NS(N(C)C)(=O)=O)F